CN(C1=C(C(=NC=2N1N=CN2)C)CC2=CC=C(C(=O)NO)C=C2)C 4-((7-(dimethylamino)-5-methyl-[1,2,4]triazolo[1,5-a]pyrimidin-6-yl)methyl)-N-hydroxybenzamide